OC1=NC=C(C=N1)[C@H](CC(=O)O)N1N=C(C=C1)CCCC1=NC=2NCCCC2C=C1 (S)-3-(2-hydroxypyrimidin-5-yl)-3-(3-(3-(5,6,7,8-tetrahydro-1,8-naphthyridin-2-yl)propyl)-1H-pyrazol-1-yl)propionic acid